lead magnesium-lead [Pb].[Mg].[Pb]